C(CCCCCCC\C=C/C\C=C/CCCCC)C1(CN(C1)CCO)CCCCCCCC\C=C/C\C=C/CCCCC 2-(3,3-di((9Z,12Z)-octadeca-9,12-dien-1-yl)azetidin-1-yl)ethan-1-ol